[(tert-butoxycarbonyl)amino](1H-1,2,3-triazol-4-yl)acetic acid C(C)(C)(C)OC(=O)NC(C(=O)O)C=1N=NNC1